[K+].C(CCCCCCCCCCC)S(=O)(=O)[O-] 1-dodecyl-sulfonic acid potassium salt